BrC=1C=C(C=NC1)C(=O)N(C)O 5-bromo-N-hydroxy-N-methyl-pyridine-3-carboxamide